N1N=CC2=CC(=CC=C12)C=1C=NC(=NC1)NC(C)(C)C1=NC=CC=C1Cl (5-(1H-indazol-5-yl)pyrimidin-2-yl)[1-(3-chloro(2-pyridyl))-isopropyl]amine